FC1=CC=C(C=C1)CC1=CC=C2C(CNC2=C1)(C(=O)O)C 6-[(4-fluorophenyl)methyl]-3-methyl-indoline-3-carboxylic acid